ClC1=CC(=C(N=N1)N)C=1C=NC(=CC1)F 6-chloro-4-(6-fluoropyridin-3-yl)pyridazin-3-amine